6-[2-(trifluoromethyl)pyridin-3-yl]-2,6-diazaspiro[3.5]nonane hydrochloride Cl.FC(C1=NC=CC=C1N1CC2(CNC2)CCC1)(F)F